OC=1C=NC2=CC=C(C=C2C1)B(O)O 3-HYDROXYQUINOLINE-6-BORONIC ACID